NCC=1N=NC(=CC1NC1CCCC1)Cl 3-(aminomethyl)-6-chloro-N-cyclopentylpyridazin-4-amine